7-bromo-2,4-dichloro-6-methyl-thieno[3,2-d]pyrimidine BrC1=C(SC2=C1N=C(N=C2Cl)Cl)C